C(C)(=O)C=1C=C(C=CC1)C(C(=O)N)(F)F 2-(3-acetylphenyl)-2,2-difluoro-acetamide